lanthanum tri-tertiary butoxide CC(C)(C)[O-].CC(C)(C)[O-].CC(C)(C)[O-].[La+3]